3,4,5,6-tetrahydro-2H-[1,3']bipyridinyl N1(CCCCC1)C=1C=NC=CC1